(S)-cyanoethoxydiisopropylaminophosphino-(S)-3-amino-1,2-propanediol C(#N)CCO[C@]([C@H](CN)O)(O)PN(C(C)C)C(C)C